(4-(5-(2-(4,4-difluoropiperidin-1-yl)-6-methylpyrimidin-4-yl)-1,3,4-oxadiazol-2-yl)-3-(6-azaspiro[2.5]oct-6-yl)phenyl)-2-hydroxyethane-1-sulfonamide FC1(CCN(CC1)C1=NC(=CC(=N1)C1=NN=C(O1)C1=C(C=C(C=C1)C(CO)S(=O)(=O)N)N1CCC2(CC2)CC1)C)F